6-(tetrahydro-2H-pyran-4-yl)imidazo[1,2-a]pyridine-2-carboxylic acid ethyl ester C(C)OC(=O)C=1N=C2N(C=C(C=C2)C2CCOCC2)C1